O1CCN(CC1)CCCCCCCCSC1=C2CN(C(C2=CC=C1)=O)C1C(NC(CC1)=O)=O 3-(4-((8-morpholinooctyl)thio)-1-oxoisoindolin-2-yl)piperidine-2,6-dione